C(N)(OC1CCCCC1)=O 2-cyclohexyl carbamate